Benzyl O-Benzyl-N-(1-(Hydroxymethyl)Cyclohexane-1-Carbonyl)-L-Threoninate C(C1=CC=CC=C1)O[C@@H]([C@H](NC(=O)C1(CCCCC1)CO)C(=O)OCC1=CC=CC=C1)C